C(C)(C)(C)C(CNC(O)=O)OCCOCCCC1=CC=NC=2N(C3=CC=CC=C3C21)C2C(NC(CC2)=O)=O.ClC2=NC1=CC=C(N=C1C=C2)F 2-chloro-6-fluoro-1,5-naphthyridine 2-tert-butyl(2-(2-(3-(9-(2,6-dioxopiperidin-3-yl)-9H-pyrido[2,3-b]indol-4-yl)propoxy)ethoxy)ethyl)carbamate